2-Bromo-4-iodobenzonitrile BrC1=C(C#N)C=CC(=C1)I